N-{[3-(4-{[(3S,4R)-3-fluoro-1-methylpiperidin-4-yl]amino}-1-(2,2,2-trifluoroethyl)-1H-indol-2-yl)-1,2,4-oxadiazol-5-yl]methyl}-5-(2-hydroxypropan-2-yl)thiophene-2-carboxamide F[C@H]1CN(CC[C@H]1NC1=C2C=C(N(C2=CC=C1)CC(F)(F)F)C1=NOC(=N1)CNC(=O)C=1SC(=CC1)C(C)(C)O)C